4-bromo-3-fluoro-N-(4-(trifluoromethyl)pyridine-2-yl)benzamide BrC1=C(C=C(C(=O)NC2=NC=CC(=C2)C(F)(F)F)C=C1)F